trioleyl-Phosphine Benzyl-(S)-3-phenyl-3,4-dihydropyridine-1(2H)-carboxylate C(C1=CC=CC=C1)OC(=O)N1C[C@@H](CC=C1)C1=CC=CC=C1.C(CCCCCCC\C=C/CCCCCCCC)P(CCCCCCCC\C=C/CCCCCCCC)CCCCCCCC\C=C/CCCCCCCC